CS(=O)(=O)OCC1CN(CC1)C(=O)OC(C)(C)C tert-butyl 3-(((methylsulfonyl)oxy)methyl)pyrrolidine-1-carboxylate